O[C@@H]1CC2=CC[C@H]3[C@@H]4CCC5([C@@]4(C)CC[C@@H]3[C@]2(CC1)C)OCCO5 3β-hydroxy-17,17-(ethylenedioxy)-androst-5-ene